4-Chloro-5-(dimethylcarbamoyl)-2-((furan-2-ylmethyl)amino)benzoic Acid ClC1=CC(=C(C(=O)O)C=C1C(N(C)C)=O)NCC=1OC=CC1